1-(5-hydroxypyridin-3-yl)dihydropyrimidine-2,4(1H,3H)-dione OC=1C=C(C=NC1)N1C(NC(CC1)=O)=O